CS(=O)(=O)OC(C(=O)OCC)(C)C ethyl 2-methylsulfonyloxy-2-methylpropionate